C(C)N1CCC(CC1)N(C(=O)C=1N=C(OC1)C=1C=NN(C1)C1=C(C=CC=C1)OC(F)(F)F)C N-(1-ethylpiperidin-4-yl)-N-methyl-2-{1-[2-(trifluoromethoxy)phenyl]-1H-pyrazol-4-yl}-1,3-oxazole-4-carboxamide